CN(C(C(=O)C1=CC=C(C=C1)N1CCOCC1)(CC)CC1=CC=C(C=C1)OC)C 2-dimethylamino-2-(4-methoxy-benzyl)-1-(4-morpholin-4-yl-phenyl)-butan-1-one